Cl.O1N=C(C=C1)C1=NC2=C(C=CC(=C2C=C1)NC1CCNCC1)C(=O)N (isoxazol-3-yl)-5-(piperidin-4-ylamino)quinoline-8-carboxamide hydrochloride